3,7,8-trimethylisoquinoline CC=1N=CC2=C(C(=CC=C2C1)C)C